C([O-])([O-])=O.[PH4+].[PH4+] phosphonium carbonat